ClC1=CC=C2C=CNC(C2=C1Cl)=O 7,8-dichloro-2H-isoquinolin-1-one